BrC=1C=CC=2C(C3=CC=C(C=C3C2C1)Br)(CCCCCCCC)CCCCCCCC 3,6-dibromo-9,9-dioctylfluorene